Racemic-N-(8-fluoro-6-oxo-1,4,5,6-tetrahydro-2H-pyrano[3,4-c]isoquinolin-1-yl)-N-methyl-1H-indazole-5-carboxamide FC=1C=CC=2C3=C(NC(C2C1)=O)COC[C@@H]3N(C(=O)C=3C=C1C=NNC1=CC3)C |r|